3,4-difluoro-2-(2-fluoro-4-iodoanilino)-5-[(E)-methoxyiminomethyl]Benzoic acid methyl ester COC(C1=C(C(=C(C(=C1)/C=N/OC)F)F)NC1=C(C=C(C=C1)I)F)=O